COC1=C(C=CC=C1)OB(O)O 2-methoxyphenyl-boric acid